BrC1=CC=C2C(NS(C=3C=CC=C(NCCC[C@H]4CC(N(C2=N1)C4)(C)C)N3)(=O)=O)=O (14S)-8-bromo-12,12-dimethyl-2λ6-thia-3,9,11,18,23-pentaazatetracyclo[17.3.1.111,14.05,10]tetracosa-1(23),5,7,9,19,21-hexaene-2,2,4-trione